3,7,11-trimethyl-2,6,10-dodecatrienal CC(=CC=O)CCC=C(CCC=C(C)C)C